methyl 2-(5-bromo-2,3-bis(isobutyryloxy)benzylideneamino)-3-meth-ylbutanoate BrC=1C=C(C(=C(C=NC(C(=O)OC)C(C)C)C1)OC(C(C)C)=O)OC(C(C)C)=O